O1C(CCCC1)ONC(C=C)=O N-((tetrahydro-2H-pyran-2-yl)oxy)acrylamide